2-(1H-benzo[de]isoquinolin-2(3H)-yl)-N-(4-(5-(difluoromethyl)-1,3,4-oxadiazol-2-yl)benzyl)-N-phenylethane-1-sulfonamide C1N(CC2=C3C(C=CC=C13)=CC=C2)CCS(=O)(=O)N(C2=CC=CC=C2)CC2=CC=C(C=C2)C=2OC(=NN2)C(F)F